5-(Aminomethyl)-1-[4-[4-[6-chloro-4-[difluoro(phenyl)methyl]-2-pyridyl]piperazin-1-yl]sulfonylphenyl]pyrrolidin-2-one NCC1CCC(N1C1=CC=C(C=C1)S(=O)(=O)N1CCN(CC1)C1=NC(=CC(=C1)C(C1=CC=CC=C1)(F)F)Cl)=O